FC(C(C)C(C(=O)[O-])(CC(=O)[O-])C)(F)F 2-(1-trifluoromethyl-ethyl)-2-methylsuccinate